(2R)-2-(3-{5-chloro-2-[(oxan-4-yl)amino]pyrimidin-4-yl}-5-oxo-5H,6H,7H-pyrrolo[3,4-b]pyridin-6-yl)-N-[(1S)-1-(4-chloro-3-fluorophenyl)-2-hydroxyethyl]propanamide ClC=1C(=NC(=NC1)NC1CCOCC1)C=1C=C2C(=NC1)CN(C2=O)[C@@H](C(=O)N[C@H](CO)C2=CC(=C(C=C2)Cl)F)C